CN(C(=O)N1N=C2C(CN(CCC2)C(=O)OC(C)(C)C)=C1)C tert-butyl 2-(dimethylcarbamoyl)-4,6,7,8-tetrahydropyrazolo[4,3-c]azepine-5(2H)-carboxylate